C(C)OCOCCCC(CC(CC(CC(CC(CC(C)Cl)C)C)C)C)C 14-chloro-4,6,8,10,12-pentamethylpentadecyl ethoxymethyl ether